C(C)(C)(C)OC(=O)N1CC2(C1)CN(CC2)C2=NC=NC=C2OC2=C(C=C(C=C2)F)Br tert-butyl-6-(5-(2-bromo-4-fluorophenoxy) pyrimidin-4-yl)-2,6-diazaspiro[3.4]octane-2-carboxylate